(2R,3R,4R,5R)-4-[[3-[2-methoxy-3-(trifluoromethyl)phenyl]-4,5-dimethyl-5-(trifluoromethyl)tetrahydrofuran-2-carbonyl]amino]pyridine-2-carboxamide COC1=C(C=CC=C1C(F)(F)F)[C@@H]1[C@@H](O[C@]([C@@H]1C)(C(F)(F)F)C)C(=O)NC1=CC(=NC=C1)C(=O)N